2-(3-methoxyphenyl)indole COC=1C=C(C=CC1)C=1NC2=CC=CC=C2C1